4-((2-methoxy-3-(5-methyl-1,3,4-oxadiazol-2-yl)phenyl)amino)-N-methyl-2-((1-methyl-1H-pyrazol-4-yl)amino)pyrimidine-5-carboxamide COC1=C(C=CC=C1C=1OC(=NN1)C)NC1=NC(=NC=C1C(=O)NC)NC=1C=NN(C1)C